tert-Butyl 1-cyano-7-azabicyclo[2.2.1]heptane-7-carboxylate C(#N)C12CCC(CC1)N2C(=O)OC(C)(C)C